N-(3-fluoro-5-(5-((1s,2r)-2-fluorocyclopropyl)-1,2,4-oxadiazol-3-yl)-2-methylphenyl)-7-(piperazin-1-yl)imidazo[1,2-a]pyridine-3-carboxamide FC=1C(=C(C=C(C1)C1=NOC(=N1)[C@H]1[C@@H](C1)F)NC(=O)C1=CN=C2N1C=CC(=C2)N2CCNCC2)C